C(CCC)(=O)OCCCCCCCCCCCCCCCCCCCCCCCC tetracosyl butyrate